tert-butyl 3-iodo-2-methyl-2,4,6,7-tetrahydro-5H-pyrazolo[4,3-c]pyridine-5-carboxylate IC=1N(N=C2C1CN(CC2)C(=O)OC(C)(C)C)C